NC=1C2=C(N(N1)C(=O)C1CCNC3=C(C=CC=C13)C)CCOC2 (3-amino-6,7-dihydropyrano[4,3-c]pyrazol-1(4H)-yl)(8-methyl-1,2,3,4-tetrahydroquinolin-4-yl)methanone